3-Cyclopropyl-1-((3,3-difluoro-1-methylcyclobutyl)methyl)-N-(4-fluoro-3-(S-methylsulfonimidoyl)phenyl)-4-(trifluoromethyl)-1H-pyrazole-5-carboxamide C1(CC1)C1=NN(C(=C1C(F)(F)F)C(=O)NC1=CC(=C(C=C1)F)S(=O)(=N)C)CC1(CC(C1)(F)F)C